(5-(azetidin-3-ylamino)-2-methylphenyl)-2-(2-((4-fluorobenzyl)thio)-4H-imidazo[4,5-b]pyridin-4-yl)butanamide N1CC(C1)NC=1C=CC(=C(C1)C(C(=O)N)(CC)N1C=2C(=CC=C1)N=C(N2)SCC2=CC=C(C=C2)F)C